CC1=C(C(=O)P(C2=CC=CC=C2)(C2=CC=CC=C2)=O)C(=CC(=C1)C)C 2,4,6-trimethylbenzoyldiphenylphosphine oxid